2-(2,6-dioxopiperidin-3-yl)-5-((6-oxo-6-(3-(phenylamino)azetidin-1-yl)hexyl)amino)isoindoline-1,3-dione O=C1NC(CCC1N1C(C2=CC=C(C=C2C1=O)NCCCCCC(N1CC(C1)NC1=CC=CC=C1)=O)=O)=O